C(C)NCCN N-ethyl-aminoethylamine